N-(2-((2,5-difluoro-4-(trimethylsilyl)phenyl)amino)-1-(4-(methoxymethyl)phenyl)-2-oxoethyl)-3-hydroxy-N-methyl-1,2-oxazole-5-carboxamide FC1=C(C=C(C(=C1)[Si](C)(C)C)F)NC(C(C1=CC=C(C=C1)COC)N(C(=O)C1=CC(=NO1)O)C)=O